CN[C@@H](CC(N)=O)C(=O)O n-Methylasparagin